C1(CC1)C=1N=NN(C1)C(C(=O)N1C(CC(C1)O)C(=O)NC(C)C1=CC=C(C=C1)C1=C(C=CC=C1)F)C(C)(C)C 1-(2-(4-cyclopropyl-1H-1,2,3-triazol-1-yl)-3,3-dimethylbutyryl)-N-(1-(2'-fluoro-[1,1'-biphenyl]-4-yl)ethyl)-4-hydroxypyrrolidine-2-carboxamide